lithium(I) (2S)-2-amino-3-(3-(3-hydroxycyclopent-1-ene-1-carboxamido)phenyl)propanoate N[C@H](C(=O)[O-])CC1=CC(=CC=C1)NC(=O)C1=CC(CC1)O.[Li+]